C(C)(C)(C)OC(=O)N1CC(C1)CCNS(NC(=O)OC(C)(C)C)(=O)=O.C(=O)C1CCC(CC1)N1N=C2C=C(C(=CC2=C1)N1CC=CC=C1C(F)(F)F)S(=O)C N-[2-(4-formylcyclohexyl)-6-methylsulfinyl-indazol-5-yl]-6-(trifluoromethyl)pyridine tert-butyl-3-(2-(N-(tert-butoxycarbonyl)sulfamoylamino)ethyl)azetidine-1-carboxylate